N-(5-(((4,4-difluorocyclohexyl)oxy)methyl)-6-methoxypyridin-3-yl)acrylamide FC1(CCC(CC1)OCC=1C=C(C=NC1OC)NC(C=C)=O)F